2-AMINO-4-METHOXYCARBONYL-PHENYLBORONIC ACID NC1=C(C=CC(=C1)C(=O)OC)B(O)O